C(C)(=O)[O-].[NH+]12CCCCCC2=NCCC1 1,8-diazabicyclo(5.4.0)undec-7-enium acetate